1-[2-[[(3R)-1-Ethyl-3-piperidyl]amino]5-[2-hydroxy-6-methyl-4-(trifluoromethyl)phenyl]oxazolo[4,5-b]pyridin-7-yl]azetidin-3-ol C(C)N1C[C@@H](CCC1)NC=1OC=2C(=NC(=CC2N2CC(C2)O)C2=C(C=C(C=C2C)C(F)(F)F)O)N1